(3R,4R,5S,6R)-2-(3-(allyloxy)-5-benzyl-4-chlorophenyl)-6-(hydroxymethyl)tetrahydro-2H-pyran-3,4,5-triol C(C=C)OC=1C=C(C=C(C1Cl)CC1=CC=CC=C1)C1O[C@@H]([C@H]([C@@H]([C@H]1O)O)O)CO